C(C)C1=C(NC2=CC=C(C=C12)N1CCN(CC1)C1CCN(CC1)CC)C1=CC(=NC=C1)C 3-ethyl-5-(4-(1-ethylpiperidin-4-yl)piperazin-1-yl)-2-(2-methylpyridin-4-yl)-1H-indole